N1C=CC2=CC(=CC=C12)S(=O)(=O)N1C=C(C=C1)C(=O)NC1=CC=C(C=C1)C(C)CC 1-((1H-indol-5-yl)sulfonyl)-N-(4-(sec-butyl)phenyl)-1H-pyrrole-3-carboxamide